ClC=1C=C(C=CC1)CCN1C[C@H](NCC1)COC1=CC=C(C=C1)[C@H](C)S(=O)(=O)C |o1:23| (3S)-1-[2-(3-chlorophenyl)ethyl]-3-({4-[(1S) or (1R)-1-methanesulfonylethyl]phenoxy}methyl)piperazine